trans-4-(3,4-dimethoxy-phenyl)-pyrrolidine-3-carboxylic acid COC=1C=C(C=CC1OC)[C@H]1[C@@H](CNC1)C(=O)O